1-[5-ethylsulfonyl-6-[5-(trifluoromethylsulfonimidoyl)-1,3-benzoxazol-2-yl]-3-pyridyl]cyclopropanecarbonitrile C(C)S(=O)(=O)C=1C=C(C=NC1C=1OC2=C(N1)C=C(C=C2)S(=O)(=N)C(F)(F)F)C2(CC2)C#N